Cl.CC(CNN)C (2-methylpropyl)hydrazine hydrochloride